6-isobutyl-2-methylpyridine C(C(C)C)C1=CC=CC(=N1)C